((((2R,3S,4R,5R)-5-(6-chloro-4-(((1-methylcyclopropyl)methyl)amino)-1H-pyrazolo[3,4-d]pyrimidin-1-yl)-3,4-dihydroxytetrahydrofuran-2-yl)methoxy)methyl)phosphonic acid ClC1=NC(=C2C(=N1)N(N=C2)[C@H]2[C@@H]([C@@H]([C@H](O2)COCP(O)(O)=O)O)O)NCC2(CC2)C